C1N(CCC2=CC=CC=C12)C[C@H](CN1C(C2=C(CCC1)C=C(C=C2)C#N)=O)O 2-[(2R)-3-(3,4-dihydro-1H-isoquinolin-2-yl)-2-hydroxy-propyl]-1-oxo-4,5-dihydro-3H-2-Benzazepine-7-carbonitrile